FC=1C=C(C=C(C1)F)S(=O)(=O)N1CCO[C@@]2(CCN(C2)C2CCOCC2)C1 (R)-9-((3,5-Difluorophenyl)sulfonyl)-2-(tetrahydro-2H-pyran-4-yl)-6-oxa-2,9-diazaspiro[4.5]decane